2-[(4-fluorophenyl)methyl]-2-azaspiro[3.3]heptan-6-yl (2R,6R)-2,6-dimethyl-4-[5-(trifluoromethyl)pyrazin-2-yl]piperazine-1-carboxylate C[C@H]1N([C@@H](CN(C1)C1=NC=C(N=C1)C(F)(F)F)C)C(=O)OC1CC2(CN(C2)CC2=CC=C(C=C2)F)C1